(2R,5S)-5-(4-Chlorobenzyl)-4-(4-(4,5-dimethylthiophen-2-yl)cyclohexyl)-2-((methylsulfonyl)methyl)morpholin ClC1=CC=C(C[C@H]2CO[C@H](CN2C2CCC(CC2)C=2SC(=C(C2)C)C)CS(=O)(=O)C)C=C1